2-Methylpyridin-boronic acid CC1(NC=CC=C1)B(O)O